2-(benzylthio)-4H,6H,7H-pyrazolo[3,2-C][1,4]oxazine C(C1=CC=CC=C1)SC=1C=C2COCCN2N1